(4-hydroxypiperidin-1-yl)(5-(2-nitrophenyl)-2-(4-(trifluoromethyl)phenyl)Azol-4-yl)methanone OC1CCN(CC1)C(=O)C=1C=C(NC1C1=C(C=CC=C1)[N+](=O)[O-])C1=CC=C(C=C1)C(F)(F)F